(D)-Threose O=C[C@@H](O)[C@H](O)CO